2-((3-cyano-4-(6-(4-(pyridin-2-yloxy)piperidin-1-yl)pyridin-3-yl)pyrazolo[1,5-a]pyridin-6-yl)oxy)acetamide C(#N)C=1C=NN2C1C(=CC(=C2)OCC(=O)N)C=2C=NC(=CC2)N2CCC(CC2)OC2=NC=CC=C2